CN(C=1OC2=C(C=C(C=C2C(C1)=O)C)C(C)NC1=C(C(=O)O)C=CC=C1)C 2-((1-(2-(dimethylamino)-6-methyl-4-oxo-4H-chromen-8-yl)ethyl)amino)benzoic acid